OC(C(C(=O)O)C)(C(C)C)O β-hydroxy(3-hydroxy-2,4-dimethylpentanoic acid)